NC1=NC(=NO1)C1=CC(=CC(=C1)[N+](=O)[O-])[N+](=O)[O-] 5-amino-3-(3,5-dinitrophenyl)-1,2,4-oxadiazole